Cl.N1CC(C1)CC(=O)O 2-(azetidin-3-yl)acetic acid hydrochloride